(4R)-1-(1-(4-hydroxy-3-nitrophenyl)-2-methoxyethyl)-4-methylimidazolidin-2-one OC1=C(C=C(C=C1)C(COC)N1C(N[C@@H](C1)C)=O)[N+](=O)[O-]